diglycidyl 1,2-cyclohexanedicarboxylate (diglycidyl 1,2-cyclohexanedicarboxylate) C(C1CO1)C1(C(CCCC1)(C(=O)O)CC1CO1)C(=O)O.C1(C(CCCC1)C(=O)OCC1CO1)C(=O)OCC1CO1